undec-2-en-1-one C(C=CCCCCCCCC)=O